FC(CC)(F)C=1C=C(C=CC1)NC(=O)C=1[N+](=C(NC1C)C=1C=C(C=C(C1)C)C1=C(C=CC=C1C)C)[O-] 4-((3-(1,1-difluoropropyl)phenyl)carbamoyl)-5-methyl-2-(2',5,6'-trimethyl-[1,1'-biphenyl]-3-yl)-1H-imidazole 3-oxide